N-(4-((4-bromo-2,6-difluorobenzyl)amino)-7-methoxy-1,8-naphthyridin-3-yl)-2-chloroacetamide BrC1=CC(=C(CNC2=C(C=NC3=NC(=CC=C23)OC)NC(CCl)=O)C(=C1)F)F